6H-dibenzo[c,e][1,2]oxaphosphinine 6-oxide C1=CC=CC2=C1C1=C(P(O2)=O)C=CC=C1